The molecule is an organic radical anion obtained from carbon dioxide. It is a metabolite of carbon tetrachloride. It has a role as a xenobiotic metabolite. It is a carbon oxide and an organic radical anion. [C](=O)[O-]